CC(=CCCC=1CC2=C(C3=CC=C(C=C3C(=C2CC1)OC(C)=O)Cl)OC(C(=C)C)=O)C 2-(4-methyl-3-pentenyl)-6-chloro-9-methacryloyloxy-10-Acetoxy-1,4-dihydroanthracene